ClC=1C=C(C=C(C1)Cl)NC(=O)N1CCC(CC1)NC=1C=C(C=C2C=C(NC12)C1=CC=CC=C1)COCCOC N-(3,5-dichlorophenyl)-4-[[5-(2-methoxyethoxymethyl)-2-phenyl-1H-indol-7-yl]amino]piperidine-1-carboxamide